8-chloro-6-fluoro-4-oxo-1,4-dihydroquinoline-3-carboxylic acid ClC=1C=C(C=C2C(C(=CNC12)C(=O)O)=O)F